ClC=1N=C(C2=C(N1)CC[S+]2[O-])NC2(CCC2)C#N 1-[(2-chloro-5-oxido-6,7-dihydro-thieno[3,2-d]pyrimidin-5-ium-4-yl)amino]cyclobutane-carbonitrile